trans-2-tetradecenoic acid methyl ester COC(\C=C\CCCCCCCCCCC)=O